NC1=C2C(=C(C(=CC2=CC(=C1)S(=O)(=O)O)S(=O)(=O)O)N=NC1=CC=CC=C1)O 5-amino-4-hydroxy-3-(phenylazo)-2,7-naphthalenedisulfonic acid